(2R,6R)-2-((4-cyclohexyl-1H-1,2,3-triazol-1-yl)methyl)-6-methylmorpholine C1(CCCCC1)C=1N=NN(C1)C[C@H]1CNC[C@H](O1)C